CNC1=NC(=NC(=N1)NCCC)NCC#C N-Methyl-N'-n-propyl-N''-prop-2-ynyl-[1,3,5]triazine-2,4,6-triamine